C(#N)C=1C=C(C=NC1)C1=CC(=C(C(=C1)C)NC(C(C)(C)C=1N=C(SC1)NS(=O)(=O)C1CC1)=O)C N-(4-(5-cyanopyridin-3-yl)-2,6-dimethylphenyl)-2-(2-(cyclopropanesulfonylamino)thiazol-4-yl)-2-methylpropanamide